ClC=1C=C(C=CC1)C(C)(C)NC(CC1N(CCC1)C)=O N-(2-(3-chlorophenyl)propan-2-yl)-2-(1-methylpyrrolidin-2-yl)acetamide